N1=C(C=CC=C1)N1N=CC=C1 1-pyridylpyrazole